3-{7-[(7'-Amino-3'H-spiro[cyclopropane-1,2'-pyrido[2,3-f][1,4]oxazepin]-4'(5'H)-yl)methyl]-1-benzothiophen-5-yl}-3-(3,7-dimethyl-3H-[1,2,3]triazolo[4,5-b]pyridin-6-yl)propanoic acid NC=1C=CC2=C(CN(CC3(O2)CC3)CC3=CC(=CC=2C=CSC23)C(CC(=O)O)C=2C(=C3C(=NC2)N(N=N3)C)C)N1